pyrido[3,2-d]pyrimidin-6(5H)-one N1=CN=CC2=C1C=CC(N2)=O